methyl 4-(1-(6-(2,4-dimethoxypyrimidin-5-yl)imidazo[1,2-b]pyridazin-8-yl)pyrrolidin-3-yl)benzoate COC1=NC=C(C(=N1)OC)C=1C=C(C=2N(N1)C=CN2)N2CC(CC2)C2=CC=C(C(=O)OC)C=C2